FC1=NC(=C2N=CN(C2=N1)C1OCCCC1)NCC1=CC(=CC=C1)C(F)(F)F 2-fluoro-6-{[3-(trifluoromethyl)benzyl]amino}-9-(tetrahydro-2H-pyran-2-yl)-9H-purine